1-(3-(3-chloro-4-fluoro-8,9-dihydropyrido[3',2':4,5]pyrrolo[1,2-a]pyrazin-7(6H)-yl)-3-oxopropoxy)propan ClC1=C(C=2C=C3N(CCN(C3)C(CCOCCC)=O)C2N=C1)F